NCCCN(CCCNC1=CC(=NC2=CC=C(C=C12)OC)C1=CC=C(C=C1)OC)C N1-(3-Aminopropyl)-N3-(6-methoxy-2-(4-methoxyphenyl)quinolin-4-yl)-N1-methylpropane-1,3-diamine